1-[2-(4H-1,2,4-triazol-4-yl)acetyl]pyrrolidine-2-carboxamide N=1N=CN(C1)CC(=O)N1C(CCC1)C(=O)N